N1C(=CC=C1)C=O pyrrol-aldehyde